1-(1H-benzo[d]imidazol-5-yl)-5-(4-morpholinophenyl)imidazolidin-2-one N1C=NC2=C1C=CC(=C2)N2C(NCC2C2=CC=C(C=C2)N2CCOCC2)=O